3-(4,4,5,5-tetramethyl-1,3,2-dioxaborolan-2-yl)-2-naphthoate CC1(OB(OC1(C)C)C=1C(=CC2=CC=CC=C2C1)C(=O)[O-])C